6-(2-(3'-chloro-[1,1'-biphenyl]-3-yl)acetyl)-2-(1-(4-isopropylthiophen-2-yl)cyclopropyl)-3,5,6,7,8,9-hexahydro-4H-pyrimido[5,4-c]azepin-4-one ClC=1C=C(C=CC1)C1=CC(=CC=C1)CC(=O)N1CC2=C(CCC1)N=C(NC2=O)C2(CC2)C=2SC=C(C2)C(C)C